C1(CC1)OC=1C(=NC=CC1)N 3-cyclopropoxypyridin-2-amine